4-hexyloxy-2,2,6,6-tetramethylpiperidin-1-ol C(CCCCC)OC1CC(N(C(C1)(C)C)O)(C)C